C(C)(C)(C)N(CC(=O)[O-])CCCCCCCCCCCC tert-butyldodecylglycinate